2-(difluoromethyl)-4-(5-fluoro-4-hydroxy-3-((trifluoromethyl)sulfonyl)-4,5,6,7-tetrahydro-1H-indol-1-yl)benzonitrile FC(C1=C(C#N)C=CC(=C1)N1C=C(C=2C(C(CCC12)F)O)S(=O)(=O)C(F)(F)F)F